FC1=C2C=CNC2=CC(=C1OC=1C=CC(=C(C1)C=1NC=C(N1)CC=1C=C(C=C(C1)F)CCC(=O)O)F)F 3-(3-((2-(5-((4,6-difluoro-1H-indol-5-yl)oxy)-2-fluorophenyl)-1H-imidazol-4-yl)methyl)-5-fluorophenyl)propanoic acid